3,3,4,4,5,5,6,6,7,7,8,8,11,11,12,12,13,13,14,14,15,15,16,16,16-Pentacosafluoro-9-hexadecen-1-ylphosphonic acid FC(CCP(O)(O)=O)(C(C(C(C(C(C=CC(C(C(C(C(C(F)(F)F)(F)F)(F)F)(F)F)(F)F)(F)F)(F)F)(F)F)(F)F)(F)F)(F)F)F